C12COCC(CC1)N2C(=O)C2=CC(=C(C=C2)C(=O)N2CCC1(CC2)NCC2=CC=CC=C2C1)OC1CC1 (4-(3-oxa-8-azabicyclo[3.2.1]octane-8-carbonyl)-2-cyclopropoxyphenyl)(1,4-dihydro-2H-spiro[isoquinoline-3,4'-piperidin]-1'-yl)methanone